2,5-bis[(4-trichloromethylphenyl)methylene]cyclopentanone ClC(C1=CC=C(C=C1)C=C1C(C(CC1)=CC1=CC=C(C=C1)C(Cl)(Cl)Cl)=O)(Cl)Cl